[O-2].[Ca+2] Calcium-oxid